N1CC2(C=3C1=NC=C(C3)C=3C(=C(C=CC3)C(=O)N3[C@@H](CCCC3)C=3C=NN(C3)C)F)CC2 (S)-(3-(1',2'-dihydrospiro[cyclopropane-1,3'-pyrrolo[2,3-b]pyridin]-5'-yl)-2-fluorophenyl)(2-(1-methyl-1H-pyrazol-4-yl)piperidin-1-yl)methanone